1-(5-(1-Hydroxy-3-(4-(pyrimidin-2-yl)piperazin-1-yl)propyl)indolin-1-yl)ethan-1-one OC(CCN1CCN(CC1)C1=NC=CC=N1)C=1C=C2CCN(C2=CC1)C(C)=O